[Si](C)(C)(C(C)(C)C)OCC1=C(C=CC=C1)NCC1=CC=C(C=C1)OCC(C)C 2-[(tert-butyldimethylsilyl)oxymethyl]phenyl-[4-(2-methylpropyloxy)phenyl]methylamine